5-Ethyl-2-methoxy-N-(7-phenylbenzo[d]isoxazol-3-yl)benzenesulfonamide tert-Butyl-2-(2-(3-((2S,3S)-1-methyl-5-oxo-2-(pyridin-3-yl)pyrrolidine-3-carboxamido)propanamido)ethoxy)acetate C(C)(C)(C)OC(COCCNC(CCNC(=O)[C@@H]1[C@H](N(C(C1)=O)C)C=1C=NC=CC1)=O)=O.C(C)C=1C=CC(=C(C1)S(=O)(=O)NC1=NOC2=C1C=CC=C2C2=CC=CC=C2)OC